CC(=CCN1C(CCCCC1)=O)CCC=C(CCC=C(CCC=C(C)C)C)C 1-(3,7,11,15-tetramethylhexadeca-2,6,10,14-tetraen-1-yl)azepan-2-one